C(C)(C)(C)OC(CC[C@@H](C(=O)N)N1C(C2=CC(=C3C(=C2C1)OCC31CCNCC1)F)=O)=O (S)-5-amino-4-(4-fluoro-6-oxo-6,8-dihydro-2H,7H-spiro[furo[2,3-e]isoindol-3,4'-piperidin]-7-yl)-5-oxopentanoic acid tert-butyl ester